2'-fluoro-2-(2-hydroxy-1,1-dimethyl-ethoxy)-5'-methoxy-biphenyl-4-carbaldehyde FC1=C(C=C(C=C1)OC)C1=C(C=C(C=C1)C=O)OC(CO)(C)C